9-(tetrahydro-2H-pyran-4-yl)-7,9-dihydro-8H-purin-8-on O1CCC(CC1)N1C2=NC=NC=C2NC1=O